CN1C(=CC=2CCCCC12)C(=O)N methyl-4,5,6,7-tetrahydro-1H-indole-2-carboxamide